1-(1-methyl-4-(trifluoromethyl)-1H-imidazol-2-yl)piperidine CN1C(=NC(=C1)C(F)(F)F)N1CCCCC1